4-(3-{4-[1-(3,4-dimethylphenyl)-8-methoxy-1H-pyrazolo[4,3-c]quinolin-3-yl]-2-methoxyphenoxy}propyl)morpholine CC=1C=C(C=CC1C)N1N=C(C=2C=NC=3C=CC(=CC3C21)OC)C2=CC(=C(OCCCN1CCOCC1)C=C2)OC